FC1=CC=C(C=C1)CN1C(C(=CC2=CC(=CN=C12)C1COC1)C(=O)OCC)=O ethyl 1-[(4-fluorophenyl)methyl]-6-(oxetan-3-yl)-2-oxo-1,8-naphthyridine-3-carboxylate